NC=1SC=2C(=NC=C(N2)N2C(CC(CC2)C#N)=O)N1 1-(2-aminothiazolo[4,5-b]pyrazin-6-yl)-2-oxopiperidine-4-carbonitrile